N(N)C(=O)[C@@H]1CC[C@H](CC1)NC(OC(C)(C)C)=O trans-tert-butyl (4-(hydrazinecarbonyl)cyclohexyl)carbamate